NC1=CC=CC(=N1)S(=O)(=O)NC(=O)C=1C(=NC(=CC1)C1=CC(=CC(=C1)OCC(C)C)F)N1C(CCC1)C(C)C N-[(6-Amino-2-pyridyl)sulfonyl]-6-(3-fluoro-5-isobutoxyphenyl)-2-(2-isopropylpyrrolidin-1-yl)pyridin-3-carboxamid